isopropyl 2-(2-aminopyridin-3-yl)-3-(4-(((tert-butyldimethylsilyl)oxy)methyl)phenyl)-3H-imidazo[4,5-b]pyridine-5-carboxylate NC1=NC=CC=C1C1=NC=2C(=NC(=CC2)C(=O)OC(C)C)N1C1=CC=C(C=C1)CO[Si](C)(C)C(C)(C)C